BrC=1C=C(C2=C(N=C(N2)C=2C=C(C=CC2)C2=C(C=CC=C2)C2=NN=CN2C)C1)C(F)(F)F 6-Bromo-2-[2'-(4-methyl-1,2,4-triazol-3-yl)-[1,1'-biphenyl]-3-yl]-4-(trifluoromethyl)-3H-1,3-benzodiazole